1-[5-bromo-2-hydroxy-4-(methoxymethoxy)phenyl]benzene BrC=1C(=CC(=C(C1)C1=CC=CC=C1)O)OCOC